4-((tert-butyldiphenylsilyl)oxy)-6-(methoxymethyl)-6-methylpiperidin-2-one [Si](C1=CC=CC=C1)(C1=CC=CC=C1)(C(C)(C)C)OC1CC(NC(C1)(C)COC)=O